(1R,3S,4S)-N-(3-aminopropyl)-N-(3-chloro-4-fluorophenyl)-2-(6-methyl-4-(trifluoromethyl)pyridin-2-yl)-2-azabicyclo[2.2.1]heptane-3-carboxamide NCCCN(C(=O)[C@H]1N([C@@H]2CC[C@H]1C2)C2=NC(=CC(=C2)C(F)(F)F)C)C2=CC(=C(C=C2)F)Cl